IC1=CN(C2=NC=CC(=C21)OCCC)S(=O)(=O)C2=CC=C(C)C=C2 3-iodo-4-propoxy-1-tosyl-1H-pyrrolo[2,3-b]pyridine